silver (2,2-dimethylpropionate) CC(C(=O)[O-])(C)C.[Ag+]